2-(5,5-dimethyl-1,3-dioxan-2-yloxy) ethyl acrylate CC1(COC(OC1)OCCOC(=O)C=C)C